C(CCCCCCCCCCCCCCCCC)N[C@@H](CCC(=O)O)C(=O)O.C(CCCCCCCCCCC)O dodecanol stearyl-glutamate